5-((1R,3R)-3-(3-bromo-4-fluorophenyl)-2,2-dichloropropane-1-carboxamido)-N-(3-(but-3-eneamido)-2,4-difluorophenyl)-2-chlorobenzamide BrC=1C=C(C=CC1F)CC(CC(=O)NC=1C=CC(=C(C(=O)NC2=C(C(=C(C=C2)F)NC(CC=C)=O)F)C1)Cl)(Cl)Cl